N-(6-(7-(1-methyl-1H-pyrazol-4-yl)imidazo[1,2-a]pyridin-3-yl)pyridin-2-yl)pyrazin-2-amine CN1N=CC(=C1)C1=CC=2N(C=C1)C(=CN2)C2=CC=CC(=N2)NC2=NC=CN=C2